C1(CC1)OC1=NC=NC(=C1C1=CNC2=NC(=CC=C21)NC(=O)[C@@H]2[C@H](C2)CN2CCN(CC2)CC)OC (1S,2S)-N-[3-(4-cyclopropoxy-6-methoxypyrimidin-5-yl)-1H-pyrrolo[2,3-b]pyridin-6-yl]-2-[(4-ethylpiperazin-1-yl)methyl]cyclopropane-1-carboxamide